(S)-methyl 2-((S)-2-(4-cyano-1H-indole-2-carboxamido)-3-cyclopropylpropanamido)-3-((S)-2-oxopiperidin-3-yl)propanoate C(#N)C1=C2C=C(NC2=CC=C1)C(=O)N[C@H](C(=O)N[C@H](C(=O)OC)C[C@H]1C(NCCC1)=O)CC1CC1